methyl 6-acetyl-1-(benzenesulfonyl)-5-fluoro-pyrrolo[2,3-b]pyridine-2-carboxylate C(C)(=O)C1=C(C=C2C(=N1)N(C(=C2)C(=O)OC)S(=O)(=O)C2=CC=CC=C2)F